FC(C1=CC=CC(=N1)C(=O)NC=1C=C2C=NNC2=CC1C(=O)OC)F methyl 5-({[6-(difluoromethyl)pyridin-2-yl]carbonyl}amino)-1H-indazole-6-carboxylate